2-bromo-6-(2-chloro-5-fluorophenoxy)aniline BrC1=C(N)C(=CC=C1)OC1=C(C=CC(=C1)F)Cl